[3-[1-[3-amino-6-(2-hydroxyphenyl)pyridazin-4-yl]azetidin-3-yl]oxyphenyl]-piperazin-1-yl-methanone NC=1N=NC(=CC1N1CC(C1)OC=1C=C(C=CC1)C(=O)N1CCNCC1)C1=C(C=CC=C1)O